N-(2-(4,4-difluoropiperidin-1-yl)-6-methoxy-7-(3-(pyrrolidin-1-yl)propoxy)quinazolin-4-yl)-5-methyl-1,3,4-oxadiazol-2-amine FC1(CCN(CC1)C1=NC2=CC(=C(C=C2C(=N1)NC=1OC(=NN1)C)OC)OCCCN1CCCC1)F